7-hydroxy-8-(1-morpholinomethyl)-3-acetylcoumarin oxime OC1=CC=C2C=C(C(OC2=C1CN1CCOCC1)=NO)C(C)=O